tert-butyl 6-allyl-2,6-diazaspiro[3.3]heptane-2-carboxylate C(C=C)N1CC2(CN(C2)C(=O)OC(C)(C)C)C1